C(CCCCC(=O)OCC(CCCC)C)(=O)OCC(CCCC)C bis(2-methylhexyl) adipate